CN(C(C=CCN1C[C@H](CC1)OC1=CC=C(C=C1)\C\1=C(\CCCC2=C1C=CC(=C2)C(=O)O)/C=2C(=NC(=CC2)OC)F)=O)C (S,E)-9-(4-((1-(4-(dimethylamino)-4-oxobut-2-en-1-yl)pyrrolidin-3-yl)oxy)phenyl)-8-(2-fluoro-6-methoxypyridin-3-yl)-6,7-dihydro-5H-benzo[7]annulene-3-carboxylic acid